CC1=C(C(=NC(=C1)OC)C(=O)OC(C1=CC=CC=C1)C1=C(C=CC=C1)[N+](=O)[O-])N (2-nitrophenyl)(phenyl)methanol Methyl-3-amino-6-methoxypicolinate